N-((1-(7,8-Dichloro-4-(1H-Imidazol-1-Yl)Quinolin-2-Yl)Pyrrolidin-2-Yl)Methyl)-2-Hydroxyacetamide ClC1=CC=C2C(=CC(=NC2=C1Cl)N1C(CCC1)CNC(CO)=O)N1C=NC=C1